FC1(CC(C1)C1=C(C=C(C=N1)C(=O)O)F)F 6-(3,3-difluorocyclobutyl)-5-fluoropyridine-3-carboxylic acid